L-phenylalanine 2,2,2-trifluoroacetate FC(C(=O)O)(F)F.N[C@@H](CC1=CC=CC=C1)C(=O)O